4-[(4-aminophenyl)(2-bromophenyl)methyl]aniline NC1=CC=C(C=C1)C(C1=CC=C(N)C=C1)C1=C(C=CC=C1)Br